1-(4-((1S,1'R)-6'-hydroxy-2,3,3',4'-tetrahydro-1'H-spiro[indene-1,2'-naphthalen]-1'-yl)phenyl)piperidine-4-carbaldehyde OC=1C=C2CC[C@]3([C@H](C2=CC1)C1=CC=C(C=C1)N1CCC(CC1)C=O)CCC1=CC=CC=C13